[AsH]1C=CC=C1 arsole